ClC1=CC=C2C(N3C(=NC2=C1)C(C1=CC(=CC=C13)C(=O)NCCNS(N)(=O)=O)=O)=O 3-chloro-6,12-dioxo-N-(2-(sulfamoylamino)ethyl)-6,12-dihydroindolo[2,1-b]quinazoline-8-carboxamide